C(=O)C=1C=NC(=NC1)C(C(=O)OC(C)(C)C)(C)C tert-butyl 2-(5-formylpyrimidin-2-yl)-2-methylpropanoate